NCC(C[SiH2]OCCCCCCCCCCCCCC(OCCCCCCCCCCCC)OCCCCCCCCCCCC)C 3-Amino-2-methyl-propyl(didodecanoxy)tetradecanoxysilan